(phenyltriphenylenyl)di(pyridinyl)terbenzene tert-butyl-3-[(4,4,5,5-tetramethyl-1,3,2-dioxaborolan-2-yl)methylidene]azetidine-1-carboxylate C(C)(C)(C)OC(=O)N1CC(C1)=CB1OC(C(O1)(C)C)(C)C.C1(=CC=CC=C1)C1=C(C=2C3=CC=CC=C3C3=CC=CC=C3C2C=C1)C1=C(C(=C(C=C1)C=1C(=CC=CC1)C1=CC=CC=C1)C1=NC=CC=C1)C1=NC=CC=C1